N-(2-chloro-6-(trifluoromethyl)pyridin-3-yl)-2-(2-(3,4-dihydro-2H-pyran-6-yl)-5-ethyl-6-(4-(3-hydroxypicolinoyl)piperazin-1-yl)-7-oxo-[1,2,4]triazolo[1,5-a]pyrimidin-4(7H)-yl)acetamide ClC1=NC(=CC=C1NC(CN1C=2N(C(C(=C1CC)N1CCN(CC1)C(C1=NC=CC=C1O)=O)=O)N=C(N2)C2=CCCCO2)=O)C(F)(F)F